COC(=O)C1=NC(=NC(=C1)NC1CCNCC1)N1CCCC1 6-(Piperidin-4-ylamino)-2-(pyrrolidin-1-yl)pyrimidine-4-carboxylic acid methyl ester